N-(4-(cis-bicyclo[3.1.0]hex-3-yloxy)-3,5-difluorophenyl)-5-ethyl-2-(3-ethyl-3-methoxyazetidin-1-yl)oxazole-4-carboxamide C12CC(CC2C1)OC1=C(C=C(C=C1F)NC(=O)C=1N=C(OC1CC)N1CC(C1)(OC)CC)F